COC1=CC=C(C=C1)C=1C=CC=C2C=NC(=NC12)N 8-(4-(methoxy)phenyl)quinazolin-2-amine